O=C1NC(CCC1N1C(C2=CC=C(C=C2C1=O)OCCCCCCCCN(C)CC=1C=C(OCCN2C=CC3=CC=C(C=C23)C(=O)NO)C=CC1)=O)=O 1-(2-(3-(((8-((2-(2,6-dioxopiperidin-3-yl)-1,3-dioxoisoindolin-5-yl)oxy)octyl)(methyl)amino)methyl)phenoxy)ethyl)-N-hydroxy-1H-indole-6-carboxamide